11-chloro-9-fluoro-10-(2-fluoro-6-((4-methoxybenzyl)oxy)phenyl)-7-iodo-1,5-dihydro-2H-pyrido[4',3':4,5]pyrano[2,3-c]quinoline-3(4H)-carboxylic acid tert-butyl ester C(C)(C)(C)OC(=O)N1CC2=C(C3=C(C(=NC=4C(=C(C(=CC34)Cl)C3=C(C=CC=C3OCC3=CC=C(C=C3)OC)F)F)I)OC2)CC1